ClC=1C=C(C=CC1C=1N(C2=NC=NC(=C2N1)OC1(CC1)C)CC1=NC=CC(=C1)C)C(=O)N1[C@@H](CCC1)CO (S)-(3-chloro-4-(6-(1-methylcyclopropoxy)-9-((4-methylpyridin-2-yl)methyl)-9H-purin-8-yl)phenyl)(2-(hydroxymethyl)pyrrolidin-1-yl)methanone